C=C[C@@]1(CC(=CC1=O)NC=O)O The molecule is an alicyclic ketone which is 3-oxocyclopent-1-ene substituted by a formamido group at position 1 as well as vinyl and hydroxy groups at position 4. It is isolated from a marine derived fungus Myrothecium sp. and acts as an inhibitor of tyrosinase enzyme (EC 1.14.18.1). It has a role as a metabolite and an EC 1.14.18.1 (tyrosinase) inhibitor. It is a member of formamides, a tertiary alcohol, an alicyclic ketone and a tertiary alpha-hydroxy ketone.